OC=1C=CC(=NC1)COC=1C=C2CN(C(C2=CC1)=O)C1=NN(C(C=C1)=O)C 5-[(5-hydroxypyridin-2-yl)methoxy]-2-(1-methyl-6-oxo-1,6-dihydropyridazin-3-yl)-2,3-dihydro-1H-isoindol-1-one